4-[4-[4-(cyclopropylmethoxy)-6-methyl-pyrimidin-2-yl]-2,6-difluoro-N-methyl-anilino]butanoic acid C1(CC1)COC1=NC(=NC(=C1)C)C1=CC(=C(N(C)CCCC(=O)O)C(=C1)F)F